tertiary butyl-guanidine hydrochloride Cl.C(C)(C)(C)NC(=N)N